(S)-(-)-1-tritylazapropane-2-carboxylic acid methyl ester COC(=O)[C@@H](NC(C1=CC=CC=C1)(C1=CC=CC=C1)C1=CC=CC=C1)C